ClC1=C(C=C(C=C1)F)C1NC(C=2C=C(C=C(C12)C(=O)NC=1SC2=C(N1)C=CC(=C2)C)C=2C=NN(C2)C2CC2)=C=O 3-(2-chloro-5-fluorophenyl)-6-(1-cyclopropyl-1H-pyrazol-4-yl)-N-(6-methylbenzo[d]thiazol-2-yl)-1-carbonylisoindoline-4-carboxamide